6-fluoro-2-(1H-pyrazol-4-yl)-1,2,3,4-tetrahydroquinoline FC=1C=C2CCC(NC2=CC1)C=1C=NNC1